2-methylpropan-2-yl 9-[(4-chloro-2-fluorophenyl)methyl]-7-methyl-1,2,3,4-tetrahydrobenzo[4,5]imidazo[1,2-a]pyrazine-2-carboxylate ClC1=CC(=C(C=C1)CC1=CC(=CC2=C1N=C1N2CCN(C1)C(=O)OC(C)(C)C)C)F